difuryl-methane O1C(=CC=C1)CC=1OC=CC1